(5-{3-amino-6-chloro-5-[4-(trifluoromethoxy)benzene-1-sulfonyl]pyridin-2-yl}-1,3,4-oxadiazol-2-yl)methanol NC=1C(=NC(=C(C1)S(=O)(=O)C1=CC=C(C=C1)OC(F)(F)F)Cl)C1=NN=C(O1)CO